COC1=CC=C(C=N1)C=1N=C(C2=C(N1)C=C(S2)CN(C)C2=NC=C(C=N2)C(=O)O)SN2CCOCC2 2-(N-((2-(6-methoxypyridin-3-yl)-4-morpholinothiothieno[3,2-d]pyrimidin-6-yl)methyl)-N-methylamino)pyrimidine-5-carboxylic acid